tungsten-antimony-selenium [Se].[Sb].[W]